2-((4-(6-(6-Cyano-8-fluoro-3,4-dihydroisoquinolin-2(1H)-yl)pyridin-2-yl)piperidin-1-yl)methyl)-4-(difluoromethoxy)-1-methyl-1H-benzo[d]imidazole-6-carboxylic acid C(#N)C=1C=C2CCN(CC2=C(C1)F)C1=CC=CC(=N1)C1CCN(CC1)CC1=NC2=C(N1C)C=C(C=C2OC(F)F)C(=O)O